OC(CN1CCC(CC1)C1=NC=2C(=C3C(=NC2)NC=C3)N1C1CCC(CC1)CC#N)(C)C 2-((1r,4r)-4-(2-(1-(2-hydroxy-2-methylpropyl)piperidin-4-yl)imidazo[4,5-d]Pyrrolo[2,3-b]Pyridin-1(6H)-yl)cyclohexyl)acetonitrile